FC1=C(C=CC=C1F)N1C[C@@H](OCC1)C(C)C (S)-4-(2,3-difluorophenyl)-2-isopropylmorpholine